Indole-2(1H)-carboxylic acid tert-butyl ester C(C)(C)(C)OC(=O)C=1NC2=CC=CC=C2C1